2-(1-aminoethyl)-8-bromo-N-((5-fluoro-2,3-dihydrobenzofuran-4-yl)methyl)imidazo[1,2-c]pyrimidin-5-amine NC(C)C=1N=C2N(C(=NC=C2Br)NCC2=C(C=CC3=C2CCO3)F)C1